4-[4-[4-[5-(1-methylcyclopropoxy)-1-(2-trimethylsilylethoxymethyl)indazol-3-yl]-2-pyridinyl]piperazine-1-carbonyl]piperidine-1-carboxylic acid tert-butyl ester C(C)(C)(C)OC(=O)N1CCC(CC1)C(=O)N1CCN(CC1)C1=NC=CC(=C1)C1=NN(C2=CC=C(C=C12)OC1(CC1)C)COCC[Si](C)(C)C